(R,Z)-N-(1-(2-(benzofuran-7-yl)-3,6-dimethyl-4-oxo-3,4-dihydroquinazolin-8-yl)ethylidene)-2-methylpropane-2-sulfinamide O1C=CC2=C1C(=CC=C2)C2=NC1=C(C=C(C=C1C(N2C)=O)C)\C(\C)=N/[S@](=O)C(C)(C)C